2-((benzo[b]thiophen-7-ylthio)methyl)-6-fluorobenzoic acid S1C2=C(C=C1)C=CC=C2SCC2=C(C(=O)O)C(=CC=C2)F